Rac-(4-amino-7-fluoro-1,3-dihydrofuro[3,4-c]quinolin-8-yl)((2s,5r)-2-(benzo[d]thiazol-6-yl)-5-methylpiperidin-1-yl)methanone NC1=NC=2C=C(C(=CC2C2=C1COC2)C(=O)N2[C@@H](CC[C@H](C2)C)C2=CC1=C(N=CS1)C=C2)F |r|